C(C)(=O)O.FC(OC=1C(=NC=CC1)[Na])F [3-(difluoromethoxy)pyridin-2-yl]Sodium acetate